FC1=CC=C2C(=CNC2=C1F)C(CN(C)C)=O 1-(6,7-difluoro-1H-indol-3-yl)-2-(dimethylamino)ethan-1-one